N-(5-(6-(cyclohex-1-en-1-yl)-1-oxo-3,4-dihydroisoquinolin-2(1H)-yl)-2-((2-methoxyethoxy)methoxy)phenyl)methanesulfonamide C1(=CCCCC1)C=1C=C2CCN(C(C2=CC1)=O)C=1C=CC(=C(C1)NS(=O)(=O)C)OCOCCOC